ClC1=NC=C(C(=N1)NC=1C(=C2N=CC=NC2=CC1)P(C)(C)=S)Cl (6-((2,5-dichloropyrimidin-4-yl)amino)quinoxalin-5-yl)dimethylphosphine sulfide